5-nitro-1H-inden-2(3H)-one [N+](=O)([O-])C=1C=C2CC(CC2=CC1)=O